DL-lactamide C(C(O)C)(=O)N